N1(CCNCC1)C1=NC2=CC=CC=C2C(N1)=O 2-Piperazin-1-yl-3H-quinazolin-4-one